1-vinyl-3-butylimidazoledinitrile C(=C)N1C(N(C(=C1)C#N)CCCC)C#N